[2,6-Dimethoxy-4-(4,4,5,5-tetramethyl-[1,3,2]dioxaborolan-2-yl)-benzyl]-dimethyl-amine COC1=C(CN(C)C)C(=CC(=C1)B1OC(C(O1)(C)C)(C)C)OC